1-(3-((4-bromophenoxy)methyl)azetidin-1-yl)ethan-1-one BrC1=CC=C(OCC2CN(C2)C(C)=O)C=C1